3-{4-[(7-methoxy-4-quinazolinyl)oxy]bicyclo[2.2.1]hept-1-yl}-1-[5-(trifluoromethyl)-3-pyridinyl]-2,4-imidazolidinedione COC1=CC=C2C(=NC=NC2=C1)OC12CCC(CC1)(C2)N2C(N(CC2=O)C=2C=NC=C(C2)C(F)(F)F)=O